triaminophosphine NP(N)N